tetraethyl((2,8-dibromoindolo[3,2-b]carbazole-5,11-diyl)bis(butane-4,1-diyl))bis(phosphonate) C(C)OP(OCC)(=O)CCCCN1C2=CC=C(C=C2C=2C=C3C(=CC12)C1=CC(=CC=C1N3CCCCP(OCC)(OCC)=O)Br)Br